Cl.O(C)C1=C2CC[C@@H](CC2=CC=C1)NCCC (S)-1,2,3,4-tetrahydro-5-methoxyl-N-propyl-2-naphthylamine hydrochloride